3-ethyl-3-(dimethylamino)pyridine ethyl-N-((4-cyanobenzyl)oxy)acetimidate C(C)OC(C)=NOCC1=CC=C(C=C1)C#N.C(C)C1(CN=CC=C1)N(C)C